C1(CC1)C1=CC(=C(C(=O)N2CCC(CC2)(F)C2=CC=C(C#N)C=C2)C=C1C1=NN=C(N1)OC)CC 4-(1-(4-cyclopropyl-2-ethyl-5-(5-methoxy-4H-1,2,4-triazol-3-yl)benzoyl)-4-fluoropiperidin-4-yl)benzonitrile